ClC1=CC(=NC(=N1)F)Cl dichloro-monofluoropyrimidine